8-(3-Hydroxy-2,2-dimethylpropyl)-2-({(1S)-1-[4-(1-methyl-1H-pyrazol-4-yl)phenyl]ethyl}amino)pyrido[2,3-d]pyrimidin-7(8H)-on OCC(CN1C(C=CC2=C1N=C(N=C2)N[C@@H](C)C2=CC=C(C=C2)C=2C=NN(C2)C)=O)(C)C